BrC=1C=C(C=CC1N1CC2=C(C3=C(C1)C=CC1=CC=CC=C13)C=1C=CC=CC1C=C2)C(C)=O (s)-1-(3-bromo-4-(3,5-dihydro-4H-dinaphtho[2,1-c:1',2'-e]azepin-4-yl)phenyl)ethan-1-one